(S)-8-(2,2-difluorospiro[3.5]non-6-en-7-yl)-N-(1-hydroxy-3-methoxypropan-2-yl)quinoline-3-carboxamide FC1(CC2(C1)CC=C(CC2)C=2C=CC=C1C=C(C=NC21)C(=O)N[C@@H](CO)COC)F